NC1=CC=C(C=C1)NC1=CC=C(C2=CC=C(NC3=CC=C(C=C3)N)C=C2)C=C1 bis(4-aminophenyl)-benzidine